C(C)N(C1=CC(=C(C=C1)C1(OC(C=2C1=NC=CC2)=O)C2=C(N(C1=CC=CC=C21)CC)C)OCC)CC 7-[4-(diethylamino)-2-ethoxyphenyl]-7-(1-ethyl-2-methyl-1H-indol-3-yl)furo[3,4-b]pyridin-5(7H)-one